bis(β-hydroxyethoxy) terephthalate C(C1=CC=C(C(=O)OOCCO)C=C1)(=O)OOCCO